COC(=O)[C@@H]1OC2(O[C@H]1C1=C(C=CC=C1)[N+](=O)[O-])CCCCC2 (2R,3S)-methyl-3-(2-nitrophenyl)-1,4-dioxaspiro[4.5]decane-2-carboxylate